bis(p-butoxyphenyl)phenylsulfonium p-toluenesulfonate CC1=CC=C(C=C1)S(=O)(=O)[O-].C(CCC)OC1=CC=C(C=C1)[S+](C1=CC=CC=C1)C1=CC=C(C=C1)OCCCC